COC1=CC=C(OCCN2CCN(CC2)C(=O)OC(C)(C)C)C=C1 tert-Butyl 4-(2-(4-methoxyphenoxy)ethyl)piperazine-1-carboxylate